CC1=CC=C(C=C1)S(=O)(=O)OCC1CC(C1)O[Si](C)(C)C(C)(C)C {3-[(tert-butyldimethylsilyl)oxy]cyclobutyl}methyl 4-methylbenzene-1-sulfonate